3-(4-(3-aminoazetidin-1-yl)-2-chloro-3-methoxyphenyl)piperidine-2,6-dione NC1CN(C1)C1=C(C(=C(C=C1)C1C(NC(CC1)=O)=O)Cl)OC